N-(1-Amino-3-hydroxy-2-methyl-1-oxopropan-2-yl)-5-((5-fluoropyridin-2-yl)methoxy)-2-methylbenzofuran-3-carboxamide NC(C(CO)(C)NC(=O)C1=C(OC2=C1C=C(C=C2)OCC2=NC=C(C=C2)F)C)=O